1-[(6-chloropyridin-3-yl)methyl]-9-nitro-2,3,5,6,7,8-hexahydro-1H-5,8-epoxyimidazo[1,2-a]azepine ClC1=CC=C(C=N1)CN1CCN2C1=C(C1CCC2O1)[N+](=O)[O-]